1-(4-chlorophenyl)-3-phenyl-3-p-toluenesulfonyl-1-propanone ClC1=CC=C(C=C1)C(CC(S(=O)(=O)C1=CC=C(C)C=C1)C1=CC=CC=C1)=O